1-(cyclohexyloxycarbonyloxy)ethyl 2-ethoxy-1-((2'-(1-ethyl-1H-tetrazol-5-yl)biphenyl-4-yl)methyl)-1H-benzo[d]imidazole-7-carboxylate C(C)OC1=NC2=C(N1CC1=CC=C(C=C1)C1=C(C=CC=C1)C1=NN=NN1CC)C(=CC=C2)C(=O)OC(C)OC(=O)OC2CCCCC2